N-((S)-(4,4-Difluorocyclohexyl)(5-((S*)-1-(4,4,4-trifluorobutanamido)butyl)-1H-benzo[d]imidazol-2-yl)methyl)-1-methyl-1H-pyrazole-5-carboxamide FC1(CCC(CC1)[C@H](NC(=O)C1=CC=NN1C)C1=NC2=C(N1)C=CC(=C2)[C@H](CCC)NC(CCC(F)(F)F)=O)F |o1:26|